CC(C=CC#N)(C)C 4,4-dimethyl-2-pentenenitrile